IC1=C(C=C(C(=C1)C(F)(F)F)C1CC1)F 1-iodo-4-cyclopropyl-2-fluoro-5-(trifluoromethyl)benzene